ClC1=C(C=2N=C(N=C(C2C(=N1)OC([2H])([2H])[2H])N1CCOC[C@](C1)(O)C)SC)F (S)-4-(7-chloro-8-fluoro-5-(methoxy-d3)-2-(methylthio)pyrido[4,3-d]pyrimidin-4-yl)-6-methyl-1,4-oxazepan-6-ol